2,4-dimethylphenyl-diphenylamine formate C(=O)O.CC1=C(C=CC(=C1)C)N(C1=CC=CC=C1)C1=CC=CC=C1